N-(4-(7-methoxy-6-(3-morpholinopropoxy)quinazolin-4-yl)phenyl)-2-(4-(trifluoromethyl)phenyl)acetamide COC1=C(C=C2C(=NC=NC2=C1)C1=CC=C(C=C1)NC(CC1=CC=C(C=C1)C(F)(F)F)=O)OCCCN1CCOCC1